2-(3-ethylsulfonyl-2-pyridinyl)-6-(trifluoromethyl)isoindolin-1-one C(C)S(=O)(=O)C=1C(=NC=CC1)N1C(C2=CC(=CC=C2C1)C(F)(F)F)=O